N-(5-bromopyrimidin-2-yl)-N-methylmethanesulfonamide BrC=1C=NC(=NC1)N(S(=O)(=O)C)C